C(C)(C)(C)OC(NC[C@@H](COC1=CC(=CC=C1)S(=O)(=O)C1CC1)O)=O ((S)-3-(3-(cyclopropylsulfonyl)phenoxy)-2-hydroxypropyl)carbamic acid tert-butyl ester